N7-[(4R)-7-fluorochroman-4-yl]-2-(methoxymethyl)pyrazolo[1,5-a]pyrimidine-3,7-dicarboxamide FC1=CC=C2[C@@H](CCOC2=C1)NC(=O)C1=CC=NC=2N1N=C(C2C(=O)N)COC